C(C)(C)(C)OC(=O)N1C(CCCC1)CN1N=C(C=C1)COS(=O)(=O)C ((3-(((methylsulfonyl)oxy)methyl)-1H-pyrazol-1-yl)methyl)piperidine-1-carboxylic acid tert-butyl ester